ClC=1C(=C(C=CC1)N1CCN(CC1)C(CN1N=C(C=2CC(CCC12)(F)F)C(=O)N1C[C@H]([C@H](CC1)O)F)=O)C 1-(4-(3-chloro-2-methylphenyl)piperazin-1-yl)-2-(5,5-difluoro-3-((3R,4S)-3-fluoro-4-hydroxypiperidine-1-carbonyl)-4,5,6,7-tetrahydro-1H-indazol-1-yl)ethan-1-one